C1(=C(C=CC=C1)C1=C2C=C[CH-]C2=CC=C1)C1=CC=CC=C1.[Li+] lithium 4-([1,1'-biphenyl]-2-yl)-1H-indene-1-ide